C12C(C3CC(CC(C1)C3)C2)CN adamantan-2-ylmethanamine